(2-bromo-5-chloropyridin-3-yl)-2-methylpropan-1-ol BrC1=NC=C(C=C1C(C(C)C)O)Cl